IC1=CC=C(C=C1)C1C(CCCC1)=O 2-(4-iodophenyl)cyclohexanone